C[C@H]1N(CCOC1)C1=NC(=NC(=C1)N1CCN(CC1)C)C1=C2C(=NC=C1)NC=C2 (R)-3-methyl-4-(6-(4-methylpiperazin-1-yl)-2-(1H-pyrrolo[2,3-b]pyridin-4-yl)pyrimidin-4-yl)morpholine